1-(2-phenylpropan-2-yl)-3-(p-tolyl)urea C1(=CC=CC=C1)C(C)(C)NC(=O)NC1=CC=C(C=C1)C